ClC=1C=CC=C2C=CC=C(C12)N1CCC=2C(=CC(=NC2C1)OC1CCN(CC1)C)N1CC(N(CC1)C(C(=C)F)=O)CC#N 2-(4-(7-(8-chloronaphthalen-1-yl)-2-((1-methylpiperidin-4-yl)oxy)-5,6,7,8-tetrahydro-1,7-naphthyridin-4-yl)-1-(2-fluoroacryloyl)piperazin-2-yl)acetonitrile